P(=O)(OCCCCCCCCCC=O)([O-])[O-] 10-oxodecyl phosphate